C(C)OC(=O)C1=NC=C2N1CC(CC2)C(C)C 6-isopropyl-5,6,7,8-tetrahydroimidazo[1,5-a]pyridine-3-carboxylic acid ethyl ester